N-laurylpyridine C(CCCCCCCCCCC)N1CC=CC=C1